[N+](=O)([O-])C1=C(C(C(=O)OC)=CC=C1)O Methyl 3-nitrosalicylate